(E)-5-(2-(5-fluoro-2-methoxyphenyl)-2-hydroxyethyl)-3-(1-(isopropoxyimino)ethyl)pyridin-2(1H)-one FC=1C=CC(=C(C1)C(CC=1C=C(C(NC1)=O)/C(/C)=N/OC(C)C)O)OC